potassium 2,5-furandicarboxylate O1C(=CC=C1C(=O)[O-])C(=O)[O-].[K+].[K+]